C1OCC12CN(C2)C(=O)C2[C@H]1CN(C[C@@H]21)S(=O)(=O)C2=CC=C(C)C=C2 (2-oxa-6-azaspiro[3.3]heptan-6-yl)((1R,5S,6r)-3-tosyl-3-azabicyclo[3.1.0]hexan-6-yl)methanone